P(O)(=O)(OP(=O)(O)OP(=O)(O)O)OC[C@@H]1[C@H](C([C@@H](O1)N1C(=O)N=C(N)C=C1)(F)F)O 2'-deoxy-2',2'-difluorocytidine triphosphate